NC1=NC(=NN2C1=NC=C2CC2=C(C=C(C=C2)OCCNC)F)OC(CCO)CCC 3-((4-amino-7-(2-fluoro-4-(2-(methylamino)ethoxy)benzyl)imidazo[2,1-f][1,2,4]triazin-2-yl)oxy)hexan-1-ol